C(C1=CC=CC=C1)OC(=O)N(C(CCCCCCCC(=O)OC)CCCCCCCC(=O)OC)CC1CCN(CC1)C dimethyl 9-[benzyloxycarbonyl-[(1-methyl-4-piperidyl)methyl]amino]heptadecanedioate